C(C)(C)(C)OC(=O)N[C@H](C(=O)NC=1C(=CC(=C(C(=O)O)C1)C(C(NCC(F)(F)F)=O)C)F)C(C1CC1)C1CC1 5-((S)-2-((tert-butoxycarbonyl)amino)-3,3-dicyclopropylpropanamido)-4-fluoro-2-(1-oxo-1-((2,2,2-trifluoroethyl)amino)propan-2-yl)benzoic acid